C(C=C)(=O)N1C[C@@H](CC[C@@H]1C)NC=1C2=C(N=CN1)NC=C2C(=O)OCCC propyl 4-(((3r,6s)-1-propenoyl-6-methylpiperidin-3-yl) amino)-7H-pyrrolo[2,3-d]pyrimidine-5-carboxylate